deoxyuracil monophosphate C1N2C=C3C(=O)N1OP(=O)(O3)O2